N[C@@H]1C2=CC=CC=C2CC12CCN(CC2)C=2N=CC(=NC2CO)C#CCOC=2C=C(C=CC2)C(C)=O (S)-1-(3-((3-(5-(1-Amino-1,3-dihydrospiro[indene-2,4'-piperidin]-1'-yl)-6-(Hydroxymethyl)pyrazin-2-yl)prop-2-yn-1-yl)oxy)phenyl)ethan-1-one